COC1=CC=CC2=C1N=C1N2CCN(C1)CC[C@@H]1CC[C@H](CC1)NC(N(C)C)=O 3-(trans-4-(2-(9-methoxy-3,4-dihydrobenzo[4,5]imidazo[1,2-a]pyrazine-2(1H)-yl)ethyl)cyclohexyl)-1,1-dimethylurea